heptanediol 2,5-furandicarboxylate O1C(=CC=C1C(=O)O)C(=O)O.C(CCCCCC)(O)O